[Fe](Cl)Cl.[Cs] cesium iron chloride